[Po].N1(N=NC=C1)C1=CC=C(C(=O)N)C=C1 4-(1H-1,2,3-triazol-1-yl)benzamide polonium